S1C(=NC2=C1C=CC=C2)CN2CCN(CC2)C2=C(C#N)C=CC(=C2)OCC(C)C 2-(4-(benzo[d]thiazol-2-ylmethyl)piperazin-1-yl)-4-isobutoxybenzonitrile